methyl (E)-2-(tert-butoxycarbonylamino)-4,5,5-trimethyl-hex-2-enoate C(C)(C)(C)OC(=O)N\C(\C(=O)OC)=C\C(C(C)(C)C)C